FC=1C=C(CNCCCCOCCNC=2C=3C=NNC3C=C(C2)C2=NOC=N2)C=C(C1OC(F)(F)F)F N-(2-(4-((3,5-difluoro-4-(trifluoromethoxy)benzyl)amino)butoxy)ethyl)-6-(1,2,4-oxadiazol-3-yl)-1H-indazol-4-amine